ethyl 2-{2-[4-(tert-butoxycarbonyl)piperazin-1-yl]ethyl}-8-methyl-4,5-dihydro-2H-furo[2,3-g]indazole-7-carboxylate C(C)(C)(C)OC(=O)N1CCN(CC1)CCN1N=C2C3=C(CCC2=C1)OC(=C3C)C(=O)OCC